ClC1=CC=2C(OCC3=CC=C(C=C3C3=C(C=C(C(NS(C(=C1O)C2)(=O)=O)=C3)F)F)C#N)=O 13-chloro-19,21-difluoro-14-hydroxy-10,16,16-trioxo-9-oxa-16λ6-thia-17-azatetracyclo[16.3.1.111,15.02,7]tricosa-1(21),2,4,6,11(23),12,14,18(22),19-nonaene-4-carbonitrile